CS(=O)(=O)OCCCCCCCCCN1N=CC(=C1)C=1C2=C(C(=NC1)N)C(=NN2C)C2=CC(=C(C=C2)NS(=O)(=O)C(F)F)O[C@@H](C)C2=CC=C(C=C2)F 9-(4-{4-amino-3-[4-(difluoromethanesulfonamido)-3-[(1S)-1-(4-fluorophenyl)ethoxy] phenyl]-1-methyl-1H-pyrazolo[4,3-c]pyridin-7-yl}-1H-pyrazol-1-yl)nonyl methanesulfonate